(1R,3R,4R)-2-((3-chloro-2-methylphenyl)glycyl)-5,5-difluoro-N-((S,Z)-4-fluoro-4-(methylsulfonyl)-1-((S)-2-oxopyrrolidin-3-yl)but-3-en-2-yl)-2-azabicyclo[2.2.2]octane-3-carboxamide ClC=1C(=C(C=CC1)NCC(=O)N1[C@H]2CC([C@@H]([C@@H]1C(=O)N[C@@H](C[C@H]1C(NCC1)=O)\C=C(/S(=O)(=O)C)\F)CC2)(F)F)C